CN(CCCCC(=O)NC1=CC(=C(OC=2C=C(C=C(C2)C)C=2C3=C(C(N(C2)C)=O)NC(=C3)C(=O)NCC)C(=C1)C)C)C 4-(3-(4-(5-(dimethylamino)pentanamido)-2,6-dimethylphenoxy)-5-methylphenyl)-N-ethyl-6-methyl-7-oxo-6,7-dihydro-1H-pyrrolo[2,3-c]pyridine-2-carboxamide